1-(4-amino-5-fluoro-pyrimidin-2-yl)piperidine-4-carboxylic acid methyl ester COC(=O)C1CCN(CC1)C1=NC=C(C(=N1)N)F